cis-1-(5-ethyl-1,3,4-oxadiazol-2-yl)-3-methyl-N-(4-(1-methyl-1H-1,2,4-triazol-3-yl)-5-(trifluoromethyl)pyridin-2-yl)-6-azabicyclo[3.1.1]heptane-6-carboxamide C(C)C1=NN=C(O1)C12CC(CC(N1C(=O)NC1=NC=C(C(=C1)C1=NN(C=N1)C)C(F)(F)F)C2)C